oxazol-5-ylmethyl (4-((1-acetylpiperidin-4-yl)methyl)-3-fluorophenyl)carbamate C(C)(=O)N1CCC(CC1)CC1=C(C=C(C=C1)NC(OCC1=CN=CO1)=O)F